ClC1=C(C=CC(=C1)OC)O 2-chloro-4-methoxy-phenol